6-Fluoro-N-(methyl-d3)-5-(piperidin-4-yl)pyridineamide FC1=C(C=CC(=N1)C(=O)NC([2H])([2H])[2H])C1CCNCC1